N1=C(C=CC=C1)CCNC1C(NC(CC1)=O)=O 3-((2-(pyridin-2-yl)ethyl)amino)piperidine-2,6-dione